C1(CC1)OC1=NC=CC=C1COC=1C=CC2=C(C(=C(O2)C)C(=O)O)C1 5-((2-Cyclopropoxypyridin-3-yl)methoxy)-2-methylbenzofuran-3-carboxylic acid